CC1=C(SC=C1)C1=CC(OC2=CC(=CC=C12)O[C@@H](C(=O)N1C[C@H](CCC1)C(=O)O)C)=O (3S)-1-[(2R)-2-[4-(3-methyl-2-thienyl)-2-oxo-chromen-7-yl]oxypropionyl]piperidine-3-carboxylic acid